(S)-2-(1-(4-(5-(7-amino-5,7-dihydrospiro[cyclopenta[c]pyridine-6,4'-piperidine]-1'-yl)-6-(hydroxymethyl)pyrazin-2-ylsulfanyl)-3-chloropyridin-2-yl)azetidin-3-yl)propan-2-ol N[C@@H]1C=2C=NC=CC2CC12CCN(CC2)C=2N=CC(=NC2CO)SC2=C(C(=NC=C2)N2CC(C2)C(C)(C)O)Cl